1-(4-(8-((2-fluoro-3-methyl-4-((1-methyl-1H-benzo[d][1,2,3]triazol-5-yl)oxy)phenyl)amino)pyrimido[5,4-d]pyrimidin-2-yl)-2,2-dimethylpiperazin-1-yl)prop-2-en-1-one FC1=C(C=CC(=C1C)OC1=CC2=C(N(N=N2)C)C=C1)NC1=NC=NC2=C1N=C(N=C2)N2CC(N(CC2)C(C=C)=O)(C)C